(S)-7-(3-(benzyloxy)naphthalen-1-yl)-2-((1-methylpyrrolidin-2-yl)methoxy)-5,6,7,8-Tetrahydropyrido[3,4-d]pyrimidin-4-ol C(C1=CC=CC=C1)OC=1C=C(C2=CC=CC=C2C1)N1CC=2N=C(N=C(C2CC1)O)OC[C@H]1N(CCC1)C